tert-butyl (2R,3S)-2-(((1,4-dioxaspiro[4.5]decan-8-yl)oxy)methyl)-3-((N,N-dimethylsulfamoyl)amino)piperidine-1-carboxylate O1CCOC12CCC(CC2)OC[C@@H]2N(CCC[C@@H]2NS(N(C)C)(=O)=O)C(=O)OC(C)(C)C